methyl 4-(difluoromethoxy)-3-ethenylbenzoate FC(OC1=C(C=C(C(=O)OC)C=C1)C=C)F